2,2-difluoro-2-(3-methyl-4-(trifluoromethoxy)phenyl)acetic acid FC(C(=O)O)(C1=CC(=C(C=C1)OC(F)(F)F)C)F